CCCCCCCCCCCCCCCCC(C(=O)O)O hydroxyoctadecanoic acid